2,4,6-trifluorophenylacetate FC1=C(C(=CC(=C1)F)F)CC(=O)[O-]